1-((2R,3R,4S,5R)-3,4-dihydroxy-5-(hydroxymethyl)-tetrahydrofuran-2-yl)-2-((4-methylpent-3-en-1-yl)-thio)-pyrimidin-4(1H)-one O[C@H]1[C@@H](O[C@@H]([C@H]1O)CO)N1C(=NC(C=C1)=O)SCCC=C(C)C